NC=1C=C(OC=2C3=C(N=C(N2)C2(CC=C(C=C2)N(C)CCN(C)C)N)NC=C3)C=CC1 1-(4-(3-aminophenoxy)-7H-pyrrolo[2,3-d]pyrimidin-2-yl)-N4-(2-(dimethylamino)ethyl)-N4-methylbenzene-1,4-diamine